2-((2-ethyl-1-methyl-5-(piperazin-1-yl)-1H-pyrrolo[3,2-b]pyridin-3-yl)(methyl)amino)-4-(4-fluorophenyl)thiazole-5-carbonitrile C(C)C1=C(C2=NC(=CC=C2N1C)N1CCNCC1)N(C=1SC(=C(N1)C1=CC=C(C=C1)F)C#N)C